C(=C)OO hydroxy vinyl ether